N[C@H]1CN(CC1)C1=NC(=NC2=CC(=CC=C12)NC(C=C)=O)N1CCOCC1 (R)-N-(4-(3-aminopyrrolidin-1-yl)-2-morpholinoquinazolin-7-yl)acrylamide